3-(4-(3-methoxy-3-oxopropyl)phenoxy)benzoic acid COC(CCC1=CC=C(OC=2C=C(C(=O)O)C=CC2)C=C1)=O